isoquinolin-2-ium 2,2,2-Trifluoroacetate salt FC(C(=O)[O-])(F)F.C1=[NH+]C=CC2=CC=CC=C12